C(C)C=1C=CC=C(C1)NC(=O)C12C=CC(CC1)C2 5-ethylphenylaminocarbonyl-bicyclo[2.2.1]hept-2-ene